3-fluoro-4-[[5-[2-fluoro-4-(trifluoromethyl)phenoxy]-4-methyl-3-pyridyl]methyl]pyridin-2-amine FC=1C(=NC=CC1CC=1C=NC=C(C1C)OC1=C(C=C(C=C1)C(F)(F)F)F)N